FC(C1=NC2=CC=CC=C2C=N1)(F)F 2-(trifluoromethyl)quinazolin